FC=1C(=NC(=CC1)C(=O)NC=1C(=NN(C1)CCOCCOC)C1=NC=CC=C1)C1=CC=NC=C1 fluoro-N-(1-(2-(2-methoxyethoxy)ethyl)-3-(pyridin-2-yl)-1H-pyrazol-4-yl)-[2,4'-bipyridine]-6-carboxamide